trans-4-((3-(1-Cyclopropyl-1H-pyrazol-4-yl)phenyl)((trans-4-(4-methoxy-3-methylphenyl)cyclohexyl)methyl)carbamoyl)cyclohexyl 3-methoxyazetidine-1-carboxylate COC1CN(C1)C(=O)O[C@@H]1CC[C@H](CC1)C(N(C[C@@H]1CC[C@H](CC1)C1=CC(=C(C=C1)OC)C)C1=CC(=CC=C1)C=1C=NN(C1)C1CC1)=O